Cl.ONC(NO)NO trishydroxyaminomethane hydrochloride